OC(C=CC(=O)OCC)S(=O)O 1-Hydroxy-4-ethoxy-4-oxobut-2-ene-1-sulfinic acid